C(#N)C1=CC(=C(OC2=C(N=NC(=C2)C(F)(F)F)C(=O)NC2=CC(=CC=C2)S(=O)C)C=C1)C 4-(4-cyano-2-methylphenoxy)-N-(3-methanesulfinylphenyl)-6-(trifluoromethyl)pyridazine-3-carboxamide